1-(4-(pyrrolidin-1-yl)phenyl)-1-(thiophen-2-yl)prop-2-yn N1(CCCC1)C1=CC=C(C=C1)C(C#C)C=1SC=CC1